FC1=CC=C(C=C1)N1C(NC2=C(C=CC=C2C1=O)OC)=S 3-(4-fluorophenyl)-8-methoxy-2-thioxo-2,3-dihydroquinazolin-4(1H)-one